Palladium (Ii) dichloride [Pd](Cl)Cl